C1(CCCCC1)C(C(=O)N(C)CCCCN1C(S\C(\C1=O)=C/C1=CC(=C(C(=C1)[N+](=O)[O-])O)O)=O)NC(OC(C)(C)C)=O tert-butyl N-[1-cyclohexyl-2-[4-[(5Z)-5-[(3,4-dihydroxy-5-nitro-phenyl)methylene]-2,4-dioxo-thiazolidin-3-yl]butyl-methyl-amino]-2-oxoethyl]carbamate